4-chloro-2-(tetrahydro-2H-pyran-2-yl)-5-fluorobenzonitrile ClC1=CC(=C(C#N)C=C1F)C1OCCCC1